OCC1(CCC1)CO [1-(hydroxymethyl)cyclobutyl]methanol